BrC1=CC2=C(OCCO2)C=C1OC 6-bromo-7-methoxy-2,3-dihydro-benzo[1,4]dioxine